C(C)(C)(CC)C1CCC(CC1)=O 4-(t-pentyl)-cyclohexanone